COCOC=1C=C(C(=O)OC)C=CC1[N+](=O)[O-] methyl 3-(methoxymethoxy)-4-nitrobenzoate